Cl.FC1=CC(=CC2=C1OC(CO2)C2=CC=C(C=C2)C(F)(F)F)CN2C=NC=1C2=NC=C(C1)C#CC1CNCCC1 3-((8-fluoro-2-(4-(trifluoromethyl)phenyl)-2,3-dihydrobenzo[b][1,4]dioxin-6-yl)methyl)-6-(piperidin-3-ylethynyl)-3H-imidazo[4,5-b]pyridine hydrochloride